2-Benzyl-8,8,14-trimethyl-7a,8-dihydrobenzo[d]naphtho[1,2-f]pyrazolo[5,1-b][1,3]oxazepin-9(10H)-one C(C1=CC=CC=C1)C=1C=CC=2C=CC3=C(C4=C(N5C(O3)C(C(N5)=O)(C)C)C=CC(=C4)C)C2C1